S1C(=CC2=C1C=CC=C2)C2=CC=C(C=C2)N(C2=CC=C(C=C2)C2=CC1=C(SC3=C1C=CC=C3)C=C2)C2=CC=C(C=C2)C=2SC3=C(N2)C=CC=C3 (4-Benzothiophen-2-yl-phenyl)-(4-benzothiazol-2-yl-phenyl)-(4-dibenzothiophen-2-yl-phenyl)amine